BrC(=C[C@H]1OC(OC1)(C)C)Br (R)-4-(2,2-dibromovinyl)-2,2-dimethyl-1,3-dioxolane